C1(CC1)C1=NC=C(C(=N1)OC1=CC=CC=C1)C(=O)N1CC(C1)\C=C\S(=O)(=O)C (E)-(2-cyclopropyl-4-phenoxypyrimidin-5-yl)(3-(2-(methylsulfonyl)vinyl)azetidin-1-yl)methanone